CC1(C(CNC1)C(=O)OC)C methyl 4,4-dimethylpyrrolidine-3-carboxylate